ethyl-N-[2-(1-methylpyrrolidin-2-yl)imidazo[1,2-a]pyridin-6-yl]-[1,2,4]triazolo[4,3-a]pyridine-7-carboxamide formate C(=O)O.C(C)C1=NN=C2N1C=CC(=C2)C(=O)NC=2C=CC=1N(C2)C=C(N1)C1N(CCC1)C